N-(3-(2-nitro-1-phenylethyl)-2-phenyl-1H-indol-6-yl)acrylamide [N+](=O)([O-])CC(C1=CC=CC=C1)C1=C(NC2=CC(=CC=C12)NC(C=C)=O)C1=CC=CC=C1